CC1=NC2=C(N1)C=C(C=C2C(=O)O)C2=C(C(=C(C(=C2F)F)C2=CC=C(C=C2)CNCC#C)F)F 2-methyl-6-(2,3,5,6-tetrafluoro-4'-((prop-2-yn-1-ylamino)methyl)-[1,1'-biphenyl]-4-yl)-1H-benzo[d]imidazole-4-carboxylic acid